BrC1=C2CC(NC2=C(C=C1C)F)=S 4-bromo-7-fluoro-5-methyl-indoline-2-thione